5-chloro-7-((3,3-difluorocyclobutyl)amino)-3-((2R,3R,4S,SR)-3,4-dihydroxy-5-(hydroxymethyl)tetrahydrofuran-2-yl)-3H-imidazo[4,5-b]pyridine-6-carbonitrile ClC1=C(C(=C2C(=N1)N(C=N2)[C@@H]2O[C@H]([C@H]([C@H]2O)O)CO)NC2CC(C2)(F)F)C#N |&1:12|